ETHYL-LINALOOL C(C)C=CC(O)(C)CCC=C(C)C